bis[4-(2-chloroethylthio) phenyl] sulfide ClCCSC1=CC=C(C=C1)SC1=CC=C(C=C1)SCCCl